C(C)N1C(=NC=C1)CN1C=NC2=C1C=C(S2)C(=O)O 1-((1-ethyl-1H-imidazol-2-yl)methyl)-1H-thieno[2,3-d]imidazole-5-carboxylic acid